3-(4-(4-(((4-Chloro-1H-indazol-3-yl)amino)methyl)benzoyl)piperazine-1-carbonyl)-N-hydroxybenzoamide ClC1=C2C(=NNC2=CC=C1)NCC1=CC=C(C(=O)N2CCN(CC2)C(=O)C=2C=C(C(=O)NO)C=CC2)C=C1